S1C=NC2=C1C=C(C=C2)C2=CC(=NC(=N2)C)NC(C)C=2C=C(C=CC2)OCC=2OC=C(N2)C(=O)O 2-({[3-(1-{[6-(1,3-benzothiazol-6-yl)-2-methylpyrimidin-4-yl]amino}ethyl)phenyl]oxy}methyl)-1,3-oxazole-4-carboxylic acid